glutaconyl-CoA C(C=CCC(=O)O)(=O)SCCNC(CCNC([C@@H](C(COP(OP(OC[C@@H]1[C@H]([C@H]([C@@H](O1)N1C=NC=2C(N)=NC=NC12)O)OP(=O)(O)O)(=O)O)(=O)O)(C)C)O)=O)=O